C(C)(=O)N1C(CN(CC1C)CC1=C(C=CC=C1F)OC1=C(C=CC=C1)CC)C(=O)NCC1=CC=C(C=C1)C1=NC=CC=N1 1-acetyl-4-(2-(2-ethylphenoxy)-6-fluorobenzyl)-6-methyl-N-(4-(pyrimidin-2-yl)benzyl)piperazine-2-carboxamide